ethylenebis-laurolactam C(CC1CCCCCCCCCCC(=O)N1)C1CCCCCCCCCCC(=O)N1